C1(=CC=CC=C1)C1=NC(=CC=C1C1=CC=C(C=C1)C1=CC(=NC=C1)N1C2=CC=C(C=C2C=2C=C(C=CC12)N1C2=CC=CC=C2C=2C=CC=CC12)N1C2=CC=CC=C2C=2C=CC=CC12)C1=CC=CC=C1 9'-(4-(4-(2,6-diphenylpyridin-3-yl)phenyl)pyridin-2-yl)-9'H-9,3':6',9''-tercarbazole